C(#N)C=1C=C(C=CC1)C1=NN2C(N=C(C=C2)CNC(OC(C)(C)C)=O)=C1 tert-Butyl N-[[2-(3-cyanophenyl)pyrazolo[1,5-a]pyrimidin-5-yl]methyl]carbamate